C1(C(C=CC2=CC=CC=C12)=O)=O anti-1,2-Naphthoquinone